C1(CC1)[C@]1(C(N(CC1)C=1C=2N(N=CC1)C=C(C2)C2=CC(=NC=C2)OC)=O)C#N (3S)-3-cyclopropyl-1-[6-(2-methoxypyridin-4-yl)pyrrolo[1,2-b]pyridazin-4-yl]-2-oxopyrrolidine-3-carbonitrile